(2-guanidinoethyl)-5-(2-nitrophenyl)-2-(4-(trifluoromethyl)phenyl)oxazole-4-carboxamide N(C(=N)N)CCNC(=O)C=1N=C(OC1C1=C(C=CC=C1)[N+](=O)[O-])C1=CC=C(C=C1)C(F)(F)F